O1CCN(CC1)C1=NC=C(C(=O)O)C=C1 6-morpholinonicotinic acid